COC(CC(C)=O)OC 3-Oxobutanal Dimethyl Acetal